C(C)OC(=O)C1=CC2=C(S1)CC1(C(N(C3=NC=CC=C31)COCC[Si](C)(C)C)=O)C2 2'-oxo-1'-((2-(trimethylsilyl)ethoxy)methyl)-1',2',4,6-tetrahydrospiro[cyclopenta[b]thiophene-5,3'-pyrrolo[2,3-b]pyridine]-2-carboxylic acid ethyl ester